Fluoro-6-hydroxy-4-isopropyl-2-(3-methyl-5-(trifluoromethyl)-1H-pyrazol-4-yl)isoquinolin-1(2H)-one FC=1N(C(C2=CC=C(C=C2C1C(C)C)O)=O)C=1C(=NNC1C(F)(F)F)C